N1C(OC2(C3=C1N=CN=C3)CC2)=O spiro[cyclopropane-1,4'-pyrimido[4,5-d][1,3]oxazine]-2'(1'H)-one